3-(trimethylsilyloxy)-3-methyl-1-butyne C[Si](OC(C#C)(C)C)(C)C